FC(C1=NN=C(O1)C1=CC=C2CN(C(C2=C1)=O)[C@@H]([C@H](C1=NC(=CC=C1)C(F)(F)F)O)C1=NC=CC=C1)F |o1:17,18| 6-[5-(difluoromethyl)-1,3,4-oxadiazol-2-yl]-2-{(1R*,2R*)-2-hydroxy-1-(pyridin-2-yl)-2-[6-(trifluoromethyl)pyridin-2-yl]ethyl}-2,3-dihydro-1H-isoindol-1-one